N-(6-chloro-4-methoxypyridin-3-yl)-1-(2-hydroxy-3,4-dioxocyclobut-1-en-1-yl)-3-(2-isopropylphenyl)azetidine-3-carboxamide ClC1=CC(=C(C=N1)NC(=O)C1(CN(C1)C1=C(C(C1=O)=O)O)C1=C(C=CC=C1)C(C)C)OC